O1CCC(CC1)CCCCCCCCCCC(=O)O 11-(tetrahydro-2H-pyran-4-yl)undecanoic acid